2-(3-Bromophenyl)-8-chloroquinazoline BrC=1C=C(C=CC1)C1=NC2=C(C=CC=C2C=N1)Cl